C(CCCCCCCC)OCCC(CC(C)(C)C)C 3,5,5-trimethyl-hexyl n-nonyl ether